Trans-4-hydroxypyrroline OC1C=CNC1